tert-butyl (3S)-4-(6-fluoro-1-(2-isopropyl-4-methylpyridin-3-yl)-7-(6-methoxybenzofuran-7-yl)-2-oxo-1,2-dihydropyrido[2,3-d]pyrimidin-4-yl)-3-methylpiperazine-1-carboxylate FC1=CC2=C(N(C(N=C2N2[C@H](CN(CC2)C(=O)OC(C)(C)C)C)=O)C=2C(=NC=CC2C)C(C)C)N=C1C1=C(C=CC=2C=COC21)OC